Cl.O[C@H]1C[C@@H](NC1)C(C)NC(=O)C1=CN(CCS1)C=1C2=C(N=CN1)NC=C2C N-(1-((2R,4S)-4-hydroxypyrrolidin-2-yl)ethyl)-4-(5-methyl-7H-pyrrolo[2,3-d]pyrimidin-4-yl)-3,4-dihydro-2H-1,4-thiazine-6-carboxamide hydrochloride